BrC1=CC=NC2=C(C=CN=C12)C 4-bromo-8-methyl-1,5-naphthyridine